2,6-dibenzoyloxymethyl-3,5-dipropyl-4-pyrone C(C1=CC=CC=C1)(=O)OCC=1OC(=C(C(C1CCC)=O)CCC)COC(C1=CC=CC=C1)=O